C(C1=CC=CC=C1)N1CC(CC1)C#N 1-benzylpyrrolidine-3-carbonitrile